FC(C=1C=C(C=NC1)C12CCC(CC1)O2)(F)F (5-(trifluoromethyl)pyridin-3-yl)-7-oxabicyclo[2.2.1]heptane